N-(2-aminoethyl)-aminopropyl-trimethoxysilane NCCNCCC[Si](OC)(OC)OC